2-(2,6-dimethylpyridin-4-yl)-5-(piperidin-4-yl)-1H-indole-3-carboxylic acid methyl ester COC(=O)C1=C(NC2=CC=C(C=C12)C1CCNCC1)C1=CC(=NC(=C1)C)C